ClC1=C(C=C(C=C1)F)COC1=CC2=C([C@@]3(CCN([C@@H]3CC2)C(CS(=O)(=O)C)=O)S(=O)(=O)C2=CC=C(C=C2)F)C=C1 1-[(3aR,9bR)-7-[(2-chloro-5-fluorophenyl)methoxy]-9b-(4-fluorobenzenesulfonyl)-1H,2H,3H,3aH,4H,5H,9bH-benzo[e]indol-3-yl]-2-methanesulfonylethan-1-one